1-methyl-4-((1-(4-(5-(trifluoromethyl)pyridin-2-yl)piperazine-1-carbonyl)cyclopentyl)oxy)-1H-imidazole-2-carbonitrile CN1C(=NC(=C1)OC1(CCCC1)C(=O)N1CCN(CC1)C1=NC=C(C=C1)C(F)(F)F)C#N